3-methoxybutylphosphonate copper [Cu+2].COC(CCP([O-])([O-])=O)C